C(CCC)OC(C)(C)CC(C)(C)C tert-octyl butyl ether